L-asparagine-monohydrate O.N[C@@H](CC(N)=O)C(=O)O